N[C@]1(CCC2=CC=CC=C12)O (1r,2s)-1-amino-indanol